NC=1N=C2N(C=C(C=C2)C=2C=CC=C3C=CNC23)C1C(=O)[C@H]1[C@H](C1)F (2-amino-6-(1H-indol-7-yl)imidazo[1,2-a]pyridin-3-yl)((1S,2S)-2-fluorocyclopropyl)methanone